CC1(O[C@@H]2[C@H](O1)[C@H](C[C@H]2NC2=NC=CC=1N2N=C(N1)C1=CC(=CC=C1)SC(F)(F)F)CO)C [(3aS,4R,6R,6aR)-2,2-dimethyl-4-[[2-[3-(trifluoromethylsulfanyl)phenyl]-[1,2,4]triazolo[1,5-c]pyrimidin-5-yl]amino]-4,5,6,6a-tetrahydro-3aH-cyclopenta[d][1,3]dioxol-6-yl]methanol